I.N1CCCCC1 piperidine hydriodide